sodium diboronate B([O-])OB[O-].[Na+].[Na+]